Benzyl (6S)-5-azaspiro[2.4]heptane-6-carboxylate hydrochloride Cl.C1CC12CN[C@@H](C2)C(=O)OCC2=CC=CC=C2